BrC1=NC=CC(=C1)OCCCCOCCC(=O)OC(C)(C)C tert-butyl 3-(4-((2-bromopyridin-4-yl)oxy)butoxy)propanoate